potassium persulfate, ammonium salt [NH4+].S(=O)(=O)([O-])OOS(=O)(=O)[O-].[K+]